2-(oxan-4-yl)pyridin-4-amine O1CCC(CC1)C1=NC=CC(=C1)N